2-((2-(2-methoxypyridin-3-yl)-5H-pyrrolo[3,2-c]pyridin-5-yl)methyl)-5-methyl-1,3-benzoxazole COC1=NC=CC=C1C1=CC2=CN(C=CC2=N1)CC=1OC2=C(N1)C=C(C=C2)C